6-((4-(Dimethylamino)butanoyl)oxy)undecane-1,11-diyl dicyclotetradecane-carboxylate C1(CCCCCCCCCCCCC1)C(=O)OCCCCCC(CCCCCOC(=O)C1CCCCCCCCCCCCC1)OC(CCCN(C)C)=O